Ethyl 2-methyl-5-(4,4,5,5-tetramethyl-1,3,2-dioxaborolan-2-yl)pyridine-3-carboxylate CC1=NC=C(C=C1C(=O)OCC)B1OC(C(O1)(C)C)(C)C